6-((2S,2S)-2-(6-(2,4-dimethoxypyrimidin-5-yl)imidazo[1,2-b]pyridazin-8-yl)cyclopropyl)-3,3-dimethyl-1-(2,2,2-trifluoroethyl)indolin-2-one COC1=NC=C(C(=N1)OC)C=1C=C(C=2N(N1)C=CN2)[C@@H]2C(C2)C2=CC=C1C(C(N(C1=C2)CC(F)(F)F)=O)(C)C